3-(4-(2-(aminomethyl)oxazol-5-yl)-1-oxoisoindolin-2-yl)piperidine-2,6-dione NCC=1OC(=CN1)C1=C2CN(C(C2=CC=C1)=O)C1C(NC(CC1)=O)=O